COC([C@H](N)CCC(=O)O)=O D-glutamic acid methyl ester